OCC1=C(C=CC=C1)\C(\C(=O)[O-])=N/OC.[Na+] sodium (E)-2-(2-hydroxymethylphenyl)-methoxyiminoacetate